N-(5-bromo-3-methoxypyrazin-2-yl)benzo[d]thiazol-2-amine BrC=1N=C(C(=NC1)NC=1SC2=C(N1)C=CC=C2)OC